3-((1R)-1-(4,4-difluorotetrahydro-2H-pyran-2-yl)propyl)-1-ethyl-1-((R)-1-(3-(8-methoxyimidazo[1,2-a]pyrazin-6-yl)phenyl)ethyl)urea FC1(CC(OCC1)[C@@H](CC)NC(N([C@H](C)C1=CC(=CC=C1)C=1N=C(C=2N(C1)C=CN2)OC)CC)=O)F